C(CC)(=O)O.COC(C(COC)C1=CC(=CC=C1)\C=C\OCC)=O.CN1C(N(C(C=2N(C=NC12)C)=O)C[C@@H]1CC[C@H](CC1)C(C(F)(F)F)(C)O)=O 3,7-Dimethyl-1-[[trans-4-(2,2,2-trifluoro-1-hydroxy-1-methyl-ethyl)cyclohexyl]methyl]-purine-2,6-dione methyl-2-[3-[(E)-2-ethoxyvinyl]phenyl]-3-methoxy-propanoate propanoate